F[C@@H]1CN(CC1)C(=O)C1=CC=C(C=2N1C(N(N2)CC=2C=NC(=CC2)C(F)(F)F)=O)C(F)(F)F 5-{[(3S)-3-fluoropyrrolidin-1-yl]carbonyl}-8-(trifluoromethyl)-2-{[6-(trifluoromethyl)pyridin-3-yl]methyl}[1,2,4]triazolo[4,3-a]pyridin-3(2H)-one